NCC12C3C(C(CC2CN(C1)C1=CC(N(C(=N1)C)C1=C(C(=CC=C1)Cl)Cl)=O)C3)(C)C 6-[2-(aminomethyl)-9,9-dimethyl-4-azatricyclo[6.1.1.02,6]decan-4-yl]-3-(2,3-dichlorophenyl)-2-methyl-3,4-dihydropyrimidin-4-one